FC1=C(C#N)C(=CC=C1)N1C=NC(=C1)C1=NC(=NC=C1C(F)(F)F)NC1CCN(CC1)S(=O)(=O)C 2-Fluoro-6-(4-(2-((1-(methylsulfonyl)piperidin-4-yl)amino)-5-(trifluoromethyl)pyrimidin-4-yl)-1H-imidazol-1-yl)benzonitrile